OC1C=2C=CC(=CC2CCC1)NC1=NC=NC2=CC(=C(C=C12)OC1CC(C1)NC(C=C)=O)OC N-(3-((4-((5-hydroxy-5,6,7,8-tetrahydronaphthalen-2-yl)amino)-7-methoxyquinazolin-6-yl)oxy)cyclobutyl)acrylamide